3-((3-(((tert-butoxycarbonyl)amino)methyl)-4-chlorobenzyl)amino)-1H-pyrrole-2-carboxylic acid ethyl ester C(C)OC(=O)C=1NC=CC1NCC1=CC(=C(C=C1)Cl)CNC(=O)OC(C)(C)C